8-Fluoro-N-methyl-7-(1-methyl-1H-pyrazol-4-yl)-N-(2,2,6,6-tetramethylpiperidin-4-yl)-4H-chromeno[3,4-d]thiazol-2-amine FC1=CC2=C(C=C1C=1C=NN(C1)C)OCC=1N=C(SC12)N(C1CC(NC(C1)(C)C)(C)C)C